Cl.Cl.CN1C2C(CC(C1)CC2)N 2-methyl-2-azabicyclo[2.2.2]octan-6-amine dihydrochloride